methyl 2-(6-chloro-5-cyano-4-(trifluoromethyl)pyridin-2-yl)-2-azaspiro[3.3]heptane-6-Carboxylate ClC1=C(C(=CC(=N1)N1CC2(C1)CC(C2)C(=O)OC)C(F)(F)F)C#N